monophenyl-triethoxysilane copper (II) bis(t-butylacetoacetate) copper (II) nitrate [N+](=O)([O-])[O-].[Cu+2].C(C)(C)(C)CC(CC(=O)[O-])=O.C(C)(C)(C)CC(CC(=O)[O-])=O.[Cu+2].C1(=CC=CC=C1)[Si](OCC)(OCC)OCC